N1(CCCC1)CCN 2-(tetrahydro-1H-pyrrol-1-yl)ethanamine